ClC1=CC(=C(C=C1F)[C@H](C(=O)O)CN1C(=NC2=C1C=CC=1CCN(CC21)C(=O)OC)C2CCCCC2)OC (2S)-2-(4-chloro-5-fluoro-2-methoxyphenyl)-3-[2-cyclohexyl-8-(methoxycarbonyl)-3H,6H,7H,8H,9H-imidazo[4,5-h]isoquinolin-3-yl]propanoic acid